CC=1C=CC=C2C=CC=C(C12)N1CC=2N=C(N=C(C2CC1)OS(=O)(=O)C(F)(F)F)OC[C@H]1N(CCC1)C trifluoromethanesulfonic acid (S)-7-(8-methylnaphthalen-1-yl)-2-((1-methylpyrrolidin-2-yl) methoxy)-5,6,7,8-tetrahydropyrido[3,4-d]Pyrimidin-4-yl ester